O1CC(CC1)C=C 1-(tetrahydro-furan-3-yl)-ethylene